ClC1=CC=C2C(CC(NC2=N1)=O)=O 7-chloro-1H-1,8-naphthyridine-2,4-dione